N-(3-(2,4-difluorophenyl)-1-oxo-1-(2-oxo-1,2-dihydropyridin-4-yl)propan-2-yl)-1H-indole-2-carboxamide FC1=C(C=CC(=C1)F)CC(C(C1=CC(NC=C1)=O)=O)NC(=O)C=1NC2=CC=CC=C2C1